2-(6-azaspiro[2.5]octan-6-yl)-6-((4-hydroxy-2-methyl-2-butanyl)amino)-N-(6-((2S)-2-(hydroxymethyl)-4-morpholinyl)-2-pyridinyl)-3-pyridinecarboxamide C1CC12CCN(CC2)C2=NC(=CC=C2C(=O)NC2=NC(=CC=C2)N2C[C@H](OCC2)CO)NC(C)(CCO)C